2-(5-(3-(trifluoromethyl)phenyl)pyridin-3-yl)acetic acid FC(C=1C=C(C=CC1)C=1C=C(C=NC1)CC(=O)O)(F)F